N1(CCNCC1)C(=O)OC1=NC=C(C(=N1)C(C)(C)C)CN1CCCCC1.[P].[Ge].[Si] silicon germanium phosphorus tert-butyl-[5-(piperidin-1-ylmethyl) pyrimidin-2-yl] piperazine-1-carboxylate